ClC1=NC(=NC=C1C#N)NC1CCN(CC1)S(=O)(=O)C 4-chloro-2-[(1-methanesulfonylpiperidin-4-yl)amino]pyrimidine-5-carbonitrile